CC(C)(SCC(=O)O)SCC(=O)O 2,2'-(propane-2,2-diyl-dithio)diacetic acid